C(C)OC(C(CC1=CC=C(C=C1)OCCOCC)N1CCN(CCN(CCN(CC1)CC(=O)O)CC(=O)O)CC(=O)O)=O 2,2',2''-(10-{1-ethoxy-3-[4-(2-ethoxyethoxy)phenyl]-1-oxopropan-2-yl}-1,4,7,10-tetraazacyclododecane-1,4,7-triyl)triacetic acid